Diphenyl-(quinolin-2-yl)phosphine oxide C1(=CC=CC=C1)P(C1=NC2=CC=CC=C2C=C1)(C1=CC=CC=C1)=O